ClC=1C=C(C=CC1F)NC(=O)C1=C(N=CN1C)C1CC2CC(CC2C1)(O[Si](C)(C)C)C#N N-(3-chloro-4-fluorophenyl)-4-(5-cyano-5-((trimethylsilyl)oxy)-octahydropentalen-2-yl)-1-methyl-1H-imidazole-5-carboxamide